3-methylpiperazin-1-yl-3-(1-(methyl-d3)-1H-pyrazol-4-yl)pyrazine-2-carbonitrile CC1CN(CCN1)C=1N=C(C(=NC1)C#N)C=1C=NN(C1)C([2H])([2H])[2H]